(3aR,8aR)-1-(7,8-dihydro[1,4]dioxino[2,3-e][1,3]benzothiazol-2-yl)hexahydro-1H-oxepino[3,4-d]imidazol-2(3H)-one N1=C(SC2=C1C1=C(C=C2)OCCO1)N1C(N[C@@H]2[C@H]1CCCOC2)=O